FC=1C=C(C=CC1)N(C(O)=O)C (3-fluorophenyl)(methyl)carbamic acid